C1(CCC1)C=1C=C(C=NC1)S(=O)(=O)NC(NC1=C2CCCC2=CC(=C1C1=CC=2N(C=C1)N=CC2)C)=O 5-cyclobutyl-N-((6-methyl-5-(pyrazolo[1,5-a]pyridin-5-yl)-2,3-dihydro-1H-inden-4-yl)carbamoyl)pyridine-3-sulfonamide